[(2-{2-[3-(1-acetylpiperidin-4-yl)-5'-fluoro-1'-methyl-[4,6'-biindazol]-1-yl]acetamido}ethyl)amino]acetic acid C(C)(=O)N1CCC(CC1)C1=NN(C=2C=CC=C(C12)C1=C(C=C2C=NN(C2=C1)C)F)CC(=O)NCCNCC(=O)O